tert-butyl (3R)-3-oxaldehydoylpyrrolidine-1-carboxylate C(C=O)(=O)[C@H]1CN(CC1)C(=O)OC(C)(C)C